(11R)-6-(2,6-Dimethylphenyl)-11-isobutyl-12-[(4-methoxy-2-pyridyl)methyl]-2,2-dioxo-9-oxa-2λ6-thia-3,5,12,19-tetrazatricyclo[12.3.1.14,8]nonadeca-1(18),4(19),5,7,14,16-hexaen-13-one CC1=C(C(=CC=C1)C)C1=NC=2NS(C=3C=CC=C(C(N([C@@H](COC(=C1)N2)CC(C)C)CC2=NC=CC(=C2)OC)=O)C3)(=O)=O